N1=CC=CC2=CC=CC(=C12)C=NN 2-(quinoline-8-yl-methylene)hydrazine